((1S,6R,7R)-3-(3-(3,3-dimethylbut-1-yn-1-yl)-1H-pyrazolo[3,4-b]pyrazin-6-yl)-7-(2-fluorophenyl)-3-azabicyclo[4.1.0]heptan-7-yl)methanamine CC(C#CC1=NNC2=NC(=CN=C21)N2C[C@@H]1[C@]([C@@H]1CC2)(C2=C(C=CC=C2)F)CN)(C)C